7-bromo-N-(1-(1-(3-fluorobenzyl)-1H-benzo[d]imidazol-2-yl)piperidin-4-yl)thieno[3,2-d]pyrimidin-4-amine BrC1=CSC2=C1N=CN=C2NC2CCN(CC2)C2=NC1=C(N2CC2=CC(=CC=C2)F)C=CC=C1